coumarin-acrylate O1C(=O)C(=CC2=CC=CC=C12)C=CC(=O)[O-]